[Ru].[C].[Ru] ruthenium carbon, ruthenium salt